C1(CC1)[C@H](CC(=O)NC[C@H](CC=1C=C2C=NNC2=CC1)N(C)C)C=1C=NC=CC1 (S)-3-cyclopropyl-N-((S)-2-(dimethylamino)-3-(1H-indazol-5-yl)propyl)-3-(pyridin-3-yl)propanamide